(s)-1-benzyl-6-(3,5-difluorophenyl)-6,7-dihydro-2H-pyrrolo[1,2-c]imidazole-3(5H)-thione C(C1=CC=CC=C1)C1=C2N(C(N1)=S)C[C@@H](C2)C2=CC(=CC(=C2)F)F